(E)-3-(4-((E)-2-(2-fluoro-4-methoxyphenyl)-1-(1H-indazol-5-yl)but-1-en-1-yl)phenyl)acrylic acid FC1=C(C=CC(=C1)OC)/C(=C(/C=1C=C2C=NNC2=CC1)\C1=CC=C(C=C1)/C=C/C(=O)O)/CC